4-[(2,3-dihydroxypropyl)sulfanyl]-N'-hydroxy-1,2,5-oxadiazole-3-carboximidamide OC(CSC=1C(=NON1)C(N)=NO)CO